5-(2-chlorophenyl)-1-methyl-7-(trifluoromethyl)-1,5-dihydro-4H-imidazo[4,5-c][1,8]Naphthyridin-4-one ClC1=C(C=CC=C1)N1C(C2=C(C=3C=CC(=NC13)C(F)(F)F)N(C=N2)C)=O